4-Amino-7-chloro-N-methyl-2-oxo-1-phenyl-1,2-dihydroquinoline-3-carboxamide NC1=C(C(N(C2=CC(=CC=C12)Cl)C1=CC=CC=C1)=O)C(=O)NC